BrC=1C=C2C(NC=NC2=CC1)=O 6-bromo-quinazolin-4(3H)-one